C1=CC=CC=2C3=CC=CC=C3C(C12)COC(=O)N([C@H](C(=O)O)CSC)C (2R)-2-[9H-fluoren-9-ylmethoxycarbonyl-(methyl)amino]-3-methylsulfanyl-propionic acid